C(C)(=O)N[C@@H]1[C@H](C[C@](OC1[C@@H]([C@@H](CO)O)O)(C(=O)OCC1=CC=CC=C1)O)O benzyl (2S,4S,5R)-5-acetamido-2,4-dihydroxy-6-[(1R,2R)-1,2,3-trihydroxypropyl]tetrahydropyran-2-carboxylate